OC=1C=C2C(NC(C2=CC1C)=O)=O 5-hydroxy-6-methyl-isoindole-1,3-dione